(4-cyclopropyl-6-methoxypyrimidin-5-yl)-2-(2-fluoro-4-(1-methyl-4-(trifluoromethyl)-1H-imidazol-2-yl)benzyl)-2,6,7,8-tetrahydropyrazolo[3,4,5-de]quinazoline C1(CC1)C1=NC=NC(=C1C=1N=C2CCCC=3C2=C(N1)N(N3)CC3=C(C=C(C=C3)C=3N(C=C(N3)C(F)(F)F)C)F)OC